ClC=1C(=C(C=2N(N1)C(C=C(N2)C(C)C)=O)C)C 7-chloro-2-isopropyl-8,9-dimethyl-4H-pyrimido[1,2-b]Pyridazin-4-one